(Z)-4-(1-(2-(2-butoxyethoxy)ethoxy)prop-1-en-2-yl)benzonitrile C(CCC)OCCOCCO\C=C(\C)/C1=CC=C(C#N)C=C1